C(C)(C)(C)C1=NN(C(=C1)NC(=O)NC1=C(C=C(C(=C1)F)OC1=CC=NC=2NC(C=NC21)=O)F)C2=CC=CC=C2 1-(3-(tert-butyl)-1-phenyl-1H-pyrazol-5-yl)-3-(2,5-difluoro-4-((3-oxo-3,4-dihydropyrido[2,3-b]pyrazin-8-yl)oxy)phenyl)urea